ClC1=C(C=C2C(=NC(N3C2=C1SC[C@@H](C3)C3CC3)=O)N3C[C@@H](N([C@@H](C3)C)C(=O)OC(C)(C)C)C)C(F)(F)F tert-butyl (2S,6R)-4-((R)-11-chloro-3-cyclopropyl-6-oxo-10-(trifluoromethyl)-3,4-dihydro-2H,6H-[1,4]thiazepino[2,3,4-ij]quinazolin-8-yl)-2,6-dimethylpiperazine-1-carboxylate